benzyl (3aR,5r,6aS)-5-((tert-butoxycarbonyl) amino)-5-methylhexahydrocyclopenta[c]pyrrole-2(1H)-carboxylate C(C)(C)(C)OC(=O)NC1(C[C@@H]2[C@@H](CN(C2)C(=O)OCC2=CC=CC=C2)C1)C